C(CCCCCCCCCC)OCCCCCCCCCCC mono-undecylether